C1(CC1)C1=CC(=C(C(=C1)C)N1N=C2N=C(NC(C2=C1)=O)CO)C 2-(4-cyclopropyl-2,6-dimethylphenyl)-6-(hydroxymethyl)-2,5-dihydro-4H-pyrazolo[3,4-d]pyrimidin-4-one